OC=1C(=C(CN2CN(CN(C2)CC2=C(C(=C(C=C2C)C2=CC=CC=C2)O)C)CC2=C(C(=C(C=C2C)C2=CC=CC=C2)O)C)C(=CC1C1=CC=CC=C1)C)C 1,3,5-tris(3-hydroxy-2,6-dimethyl-4-phenylbenzyl)-1,3,5-triazine